2-((1R,5S,6s)-3-(6-(tert-butyl)-2-chloropyrimidin-4-yl)-3-azabicyclo[3.1.0]hex-6-yl)acetic acid methyl ester COC(CC1[C@@H]2CN(C[C@H]12)C1=NC(=NC(=C1)C(C)(C)C)Cl)=O